COC(=O)C1=NN(C(C(=C1)NCC1=CC=CC=C1)=O)C 5-(benzylamino)-1-methyl-6-oxo-pyridazine-3-carboxylic acid methyl ester